N-cyclobutyl-3-((13S,15S,Z)-16-(hydroxymethylene)-13-methyl-17-oxo-7,8,9,11,12,13,14,15,16,17-decahydro-6H-cyclopenta[a]phenanthren-15-yl)propanamide C1(CCC1)NC(CC[C@H]/1C2C3CCC=4C=CC=CC4C3CC[C@@]2(C(\C1=C/O)=O)C)=O